5-(2-fluorobenzyl)-2-methyl-2,4-dihydro-3H-1,2,4-triazol-3-one FC1=C(CC=2NC(N(N2)C)=O)C=CC=C1